NC1=NC(=C2N=CN(C2=N1)CCC(CO)CO)Cl amino-6-chloro-9-(4-hydroxy-3-hydroxymethylbutyl)purine